COC=1C=C(C=C(C1OC)OC)N1C=NC(=C1)NC1=CC(=CC=2C=COC21)C(=O)N2[C@@H](CCC2)C(=O)N (S)-1-(7-((1-(3,4,5-trimethoxyphenyl)-1H-imidazol-4-yl)amino)benzofuran-5-carbonyl)pyrrolidine-2-carboxamide